4-(4-((1R,5S)-3,8-diazabicyclo[3.2.1]octan-3-yl)-2-((2-(dimethylamino)ethyl)amino)quinazolin-7-yl)naphthalen-2-ol [C@H]12CN(C[C@H](CC1)N2)C2=NC(=NC1=CC(=CC=C21)C2=CC(=CC1=CC=CC=C21)O)NCCN(C)C